ClC=1C2=C(SC1C(=O)C1=C(C=C(C=C1)F)C)C=C(C=C2)F (3-chloro-6-fluorobenzo[b]thiophen-2-yl)(4-fluoro-2-methylphenyl)methanone